(R)-1-(4-((2R,4s,6S)-2-cyano-7-((5-methoxy-7-methyl-1H-indol-4-yl)methyl)-7-azaspiro[3.5]nonan-6-yl)benzoyl)piperidine-3-carboxylic acid C(#N)C1CC2(C1)C[C@H](N(CC2)CC2=C1C=CNC1=C(C=C2OC)C)C2=CC=C(C(=O)N1C[C@@H](CCC1)C(=O)O)C=C2